C(=O)O.C(=O)O.CCCCCCCC octane diformate